NCC(CN1N=CN(C1=O)CC=1SC2=C(C1)C=CC(=C2)C2=CC1=C(OCO1)C=C2)=C(F)F 2-[2-(aminomethyl)-3,3-difluoro-allyl]-4-[[6-(1,3-benzodioxol-5-yl)benzothien-2-yl]methyl]-1,2,4-triazol-3-one